S1C=NC2=C1C=CC(=C2)CNC(=O)[C@@H]2CN(CCC2)C=2C1=C(N=CN2)SC(=C1)C1=CC(=C(C=C1)C)F (S)-N-(benzo[d]thiazol-5-ylmethyl)-1-(6-(3-fluoro-4-methylphenyl)thieno[2,3-d]pyrimidin-4-yl)piperidine-3-carboxamide